1,3-bis(2,6-diisopropylphenyl)-5,5-dimethyl-4-oxohexahydropyrimidine C(C)(C)C1=C(C(=CC=C1)C(C)C)N1CN(C(C(C1)(C)C)=O)C1=C(C=CC=C1C(C)C)C(C)C